C(CCC(=O)O)(=O)O.C(CCCC)(O)O pentanediol succinate